(4-amino-7-fluoroimidazo[1,5-a]quinoxalin-8-yl)(5-(5-(trifluoromethyl)pyridin-2-yl)-6-azaspiro[2.5]octan-6-yl)methanone NC=1C=2N(C3=CC(=C(C=C3N1)F)C(=O)N1C(CC3(CC3)CC1)C1=NC=C(C=C1)C(F)(F)F)C=NC2